P(OCCCSCCCCCCCCCCCCCC)(OCO[C@@H](CN1C2=NC=NC(=C2N=C1)N)C)=O.[NH4+] ammonium 3-(tetradecylthio)propyl (R)-(((1-(6-amino-9H-purin-9-yl)propan-2-yl)oxy)methyl) phosphonate